methyl 1-(5-{[2-chloro-6-(trifluoromethyl)phenyl]methoxy}pyridin-2-yl)imidazole-4-carboxylate ClC1=C(C(=CC=C1)C(F)(F)F)COC=1C=CC(=NC1)N1C=NC(=C1)C(=O)OC